ClC1=C(OC2CC3(C2)CCN(CC3)C(=O)N3C[C@@H](CC3)C3=NC=NN3)C=CC(=C1)F (-)-[2-(2-Chloro-4-fluoro-phenoxy)-7-azaspiro[3.5]nonan-7-yl]-[(3R)-3-(1H-1,2,4-triazol-5-yl)pyrrolidin-1-yl]methanone